N1(N=NC2=C1C=CC=C2)[C@H](C(=O)N2[C@@H](C[C@H](C2)O)C(=O)N[C@@H](C(=O)N)CC2=CC=C(C=C2)C2=CC=CC=C2)C(C)C (2S,4R)-1-((S)-2-(1H-benzo[d][1,2,3]triazol-1-yl)-3-methylbutanoyl)-N-((R)-3-([1,1'-biphenyl]-4-yl)-1-amino-1-oxopropan-2-yl)-4-hydroxypyrrolidine-2-carboxamide